C1(=CC=CC=C1)[NH2+]C1=CC=CC=C1.[Na+] sodium diphenylammonium